C(N)(OCC(CC)CCC)=O 2-propylbutyl carbamate